OC1(CSCC1)C1=CC=C(C=C1)C(=O)N1CCC(CC1)OC1=CC=C(C=C1)C(F)(F)F (4-(3-hydroxytetrahydrothiophen-3-yl)phenyl)(4-(4-(trifluoromethyl)phenoxy)piperidin-1-yl)methanone